trimethoxysilyl-propyl-diethylenetriamine CO[Si](OC)(OC)N(CCNCCN)CCC